Cobalt hydroxyfluoride OF.[Co]